C(C(C)C)C1=NC=CC(=C1)C 2-Isobutyl-4-methylpyridine